(R)-methyl 6-(1-(3-(1H-1,2,3-triazol-1-yl)propanoyl)-1,2,5,6-tetrahydropyridin-3-yl)-7-fluoro-4-(1-methylpyrrolidin-3-yl)-1H-indole-2-carboxylate N1(N=NC=C1)CCC(=O)N1CC(=CCC1)C1=CC(=C2C=C(NC2=C1F)C(=O)OC)[C@@H]1CN(CC1)C